CC=1C=C(C(C(=O)OC(C(C)(C)C)C(C)(C)C)=CC1C)C(=O)[O-] tert-butylneopentyl 4,5-dimethylphthalate